S1C(=CC=C1C=1N=NN(C1)C1=CC(=C(C(=O)O)C=C1)C(F)(F)F)C=1N=NN(C1)C1=CC(=C(C(=O)O)C=C1)C(F)(F)F 4,4'-(Thiophene-2,5-diylbis(1H-1,2,3-triazol-4,1-diyl))bis(2-(trifluoromethyl)benzoic acid)